O1C(=NC2=C1C=CC=C2)N2CC1=CC=C(C(=C1CC2C(=O)NS(=O)(=O)C2CC2)OCC2=CC=CC=C2)OC 2-(benzo[d]oxazol-2-yl)-5-(benzyloxy)-N-(cyclopropylsulfonyl)-6-methoxy-1,2,3,4-tetrahydroisoquinoline-3-carboxamide